C1=CC=CC=2OC(C3=C(C21)C=CC=C3)=O 6H-dibenzo[b,d]pyran-6-one